tert-Butyl(2-(2-fluoro-8-(4,4,5,5-tetramethyl-1,3,2-dioxaborolan-2-yl)naphthalen-1-yl)ethoxy)dimethylsilane C(C)(C)(C)[Si](C)(C)OCCC1=C(C=CC2=CC=CC(=C12)B1OC(C(O1)(C)C)(C)C)F